2-(2-Aminopyridin-4-yl)-N-(2,2-dimethyl-6-(2-methylpyrimidin-5-yl)-2,3-dihydrobenzofuran-5-yl)oxazole-4-carboxylic acid amide NC1=NC=CC(=C1)C=1OC=C(N1)C(=O)NC=1C(=CC2=C(CC(O2)(C)C)C1)C=1C=NC(=NC1)C